barium-copper [Cu].[Ba]